ClC1=CC2=C(OCC3=C(N2CCCCN)C=CC=C3)C=C1 4-(7-chlorodibenzo[b,e][1,4]oxazepin-5(11H)-yl)butan-1-amine